strontium-ytterbium [Yb].[Sr]